5-(4-fluorophenyl)-1-isobutyl-4-oxo-1,4-dihydropyridazine-3-carboxylic acid ethyl ester C(C)OC(=O)C1=NN(C=C(C1=O)C1=CC=C(C=C1)F)CC(C)C